FC=1C=C(C=CC1)C1=C(N(N=C1C)C=1SC(=C(N1)C1=CCC(CC1)C(F)(F)F)S(=O)(=O)C(C)C)C(=O)O 4-(3-fluorophenyl)-2-[5-isopropylsulfonyl-4-[4-(trifluoromethyl)-cyclohexen-1-yl]thiazol-2-yl]-5-methyl-pyrazole-3-carboxylic acid